6-(2-(3,4-dimethoxyphenoxy)ethoxy)-3-(5-methylthiazol-4-yl)-2-(4-(trifluoromethyl)phenyl)-1H-inden-1-one COC=1C=C(OCCOC2=CC=C3C(=C(C(C3=C2)=O)C2=CC=C(C=C2)C(F)(F)F)C=2N=CSC2C)C=CC1OC